1-((1R,3R)-3-iodocyclobutyl)-5-methyl-4-nitro-1H-pyrazole IC1CC(C1)N1N=CC(=C1C)[N+](=O)[O-]